(S)-(5-(7,7-difluoro-2-((R)-2-(trifluoromethyl)azetidin-1-yl)-6,7-dihydro-5H-cyclopenta[d]pyrimidin-4-yl)-2-methoxyphenyl)(imino)(methyl)-λ6-sulfanone FC1(CCC2=C1N=C(N=C2C=2C=CC(=C(C2)[S@@](=O)(C)=N)OC)N2[C@H](CC2)C(F)(F)F)F